C(OC1CC(N(C(C1)(C)C)OCCCCCCCCCCC)(C)C)(OC1CC(N(C(C1)(C)C)OCCCCCCCCCCC)(C)C)=O Bis(1-undecyloxy-2,2,6,6-tetramethylpiperidin-4-yl) carbonate